(S)-2,6-di-tert-butyloxycarbonyl-aminocaproyl-L-tyrosine C(C)(C)(C)OC(=O)C1=C(C[C@H](NC(CCCCCN)=O)C(=O)O)C(=CC(=C1)O)C(=O)OC(C)(C)C